1-(difluoromethyl)-3-nitro-1H-pyrazole FC(N1N=C(C=C1)[N+](=O)[O-])F